C(C)(CC)OC(\C=C(/C(=O)O)\C=CC1=CC=CC=C1)=O styrene-maleic acid mono-sec-butyl ester